4-((1-(2-(4-(4-chloro-2-fluorophenyl)piperidin-1-yl)phenyl)-2,2,2-trifluoroethyl)amino)-N,N-dimethylbenzenesulfonamide ClC1=CC(=C(C=C1)C1CCN(CC1)C1=C(C=CC=C1)C(C(F)(F)F)NC1=CC=C(C=C1)S(=O)(=O)N(C)C)F